C1N(CC12CNC2)S(=O)(=O)N2CCC(CC2)NC=2N=CC1=C(N2)N(C(C12CC2)=O)C2C(CCC2)C 2'-[(1-{2,6-Diazaspiro[3.3]heptane-2-sulfonyl}piperidin-4-yl)amino]-7'-(2-methylcyclopentyl)spiro[cyclopropane-1,5'-pyrrolo[2,3-d]pyrimidin]-6'-one